6-methoxy-3-(2,3-dichlorophenyl)methyl-4-oxo-1(4H)-quinolineacetic acid COC=1C=C2C(C(=CN(C2=CC1)CC(=O)O)CC1=C(C(=CC=C1)Cl)Cl)=O